NC1=NC(=C2C(=N1)N(N=C2)CC2=CC(=C(C=C2)N)C)C=2C=C(C#N)C=CC2 3-[6-amino-1-[(4-amino-3-methyl-phenyl)methyl]pyrazolo[3,4-d]pyrimidin-4-yl]benzonitrile